(4-bromophenyl)-3-fluoro-cyclobutanecarbonitrile BrC1=CC=C(C=C1)C1(CC(C1)F)C#N